C(C)N(C1=CC(=C(C=C1)C(C(C)=CC1=CC=CC=C1)=O)C)CC 4'-diethylamino-2'-methylbenzylidene-2-methylacetophenone